[Br-].C12CCCC(CCC1)B2CCCCC[PH+]2[C@H]1[C@H](CC[C@@H](C(C2)C)C1)C (1R,5R,8S)-2-(5-(9-borabicyclo[3.3.1]nonan-9-yl)pentyl)-4,8-dimethyl-2-phosphabicyclo[3.3.1]nonan-2-ium bromide